N-(trans-2-(hydroxymethyl)cyclohexyl)picolinamide OC[C@H]1[C@@H](CCCC1)NC(C1=NC=CC=C1)=O